ClC1=CC=C(C=C1)C=1C=C(C(NN1)=O)C(=O)O 6-(4-chlorophenyl)-3-oxo-2,3-dihydropyridazine-4-carboxylic acid